2-(2,5-dioxo-2,5-dihydro-1H-pyrrol-1-yl)-N-((1-methyl-4-(2-methyl-10H-benzo[b]thieno[2,3-e][1,4]diazepin-4-yl)piperazin-2-yl)methyl)acetamide O=C1N(C(C=C1)=O)CC(=O)NCC1N(CCN(C1)C=1C2=C(NC3=C(N1)C=CC=C3)SC(=C2)C)C